6-(2-allyl-6-((3-(hydroxymethyl)-4-(4-methylpiperazin-1-yl)phenyl)amino)-3-oxo-2,3-dihydro-1H-pyrazolo[3,4-d]pyrimidin-1-yl)pyridine-2-sulfonamide C(C=C)N1N(C2=NC(=NC=C2C1=O)NC1=CC(=C(C=C1)N1CCN(CC1)C)CO)C1=CC=CC(=N1)S(=O)(=O)N